ClC1=CC=C(C=C1)COC1=NN(C=C1)C1CCN(CC1)CC=1N(C2=C(N1)C=CC(=C2)C(=O)OC)C[C@H]2OCC2 methyl 2-[[4-[3-[(4-chlorophenyl)methoxy]pyrazol-1-yl]-1-piperidyl]methyl]-3-[[(2S)-oxetan-2-yl]methyl]benzimidazole-5-carboxylate